C(C)N1N=C2C(=CC=C(C2=C1)N1C[C@H](NCC1)CO)C(=O)NC=1C=C(C=2N(C1)C=C(N2)C)F (S)-2-ethyl-N-(8-fluoro-2-methylimidazo[1,2-a]pyridin-6-yl)-4-(3-(hydroxymethyl)piperazin-1-yl)-2H-indazole-7-carboxamide